OC1=CC=C(C=CC2=CC=CC=C2)C=C1 4'-hydroxystilbene